N,N-dipropyl-8-iodo-1,2,3,4-tetrahydro-2-dibenzo-furanamine hydrobromide Br.C(CC)N(C1CC2=C(OC3=C2C=C(C=C3)I)CC1)CCC